CCCCCCCCCCCCCCCCC(=O)[C@@H]([C@H]([C@@H]([C@@H](CO)O)O)O)O Cetyl-Glucose